7-(3,6-dihydro-2H-pyran-4-yl)-6-fluoro-imidazo[1,2-a]pyridine O1CCC(=CC1)C1=CC=2N(C=C1F)C=CN2